C12C3(CC(CC1)C2)C([NH+](C2=CC=CC=C23)[O-])=O oxindolespiro-bicyclo[2.2.1]heptane oxide